N1C(=CC2=CC=CC=C12)C=O Indole-carbaldehyde